Magnesium-iron-tin [Sn].[Fe].[Mg]